4',5,6,7,8-pentamethoxyl-flavone O(C)C1=CC=C(C=2OC3=C(C(=C(C(=C3C(C2)=O)OC)OC)OC)OC)C=C1